3-(2-chlorobenzyloxy)-N-(pyridin-3-yl)thiophene-2-carboxamide ClC1=C(COC2=C(SC=C2)C(=O)NC=2C=NC=CC2)C=CC=C1